(5R,6S,7S)-3a-(4-chloro-3-((5-chlorothien-2-yl)methyl)phenyl)-5-(hydroxymethyl)-2-methyl-5,6,7,7a-tetrahydro-3aH-pyrano[2,3-d]oxazole-6,7-diol ClC1=C(C=C(C=C1)C12N=C(OC1[C@H]([C@@H]([C@H](O2)CO)O)O)C)CC=2SC(=CC2)Cl